2,2-dimethyl-N-(4-phenylbutyl)-4-(2-pyridyl)piperazine-1-carboxamide CC1(N(CCN(C1)C1=NC=CC=C1)C(=O)NCCCCC1=CC=CC=C1)C